4-hydroxyvalproate CCCC(CC(C)O)C(=O)O